FC=1C=C2C=C(NC2=CC1F)C(=O)N(C(C)C1=CNC(C2=CC=CC=C12)=O)C 5,6-difluoro-N-methyl-N-(1-(1-oxo-1,2-dihydroisoquinolin-4-yl)ethyl)-1H-indole-2-carboxamide